CN1N=CC=C1C1=CC(=CC=C1)OCC1=CC=CC=C1 Methyl-5-[3-(benzyloxy)phenyl]-1H-pyrazole